NC1=NC=C(C=N1)C=1C=C2N(N=CC(=C2NC(C)C)C(=O)NC[C@H](C(C)(C)O)F)C1 (R)-6-(2-aminopyrimidin-5-yl)-N-(2-fluoro-3-hydroxy-3-methylbutyl)-4-(isopropylamino)pyrrolo[1,2-b]pyridazine-3-carboxamide